FC1=CC(=C(C=C1)C=1C=C2C(=NC1)NC(N2)=O)C 6-(4-fluoro-2-methyl-phenyl)-2-oxo-3H-imidazo[4,5-b]Pyridine